N-(1-(2-(4,4-dimethylpiperidin-1-yl)-3,6-dimethyl-4-oxo-3,4-dihydroquinazolin-8-yl)ethyl)-2-methylpropane-2-sulfinamide CC1(CCN(CC1)C1=NC2=C(C=C(C=C2C(N1C)=O)C)C(C)NS(=O)C(C)(C)C)C